FC1=CC=C(C=C1)S(=O)(=O)NCCOC1=CC2=C(N=C(S2)C=2C=C(C=C3N=C(C=NC23)COC)C(=O)N(C)C)C(=C1)C 8-(6-(2-(4-fluorophenylsulfonamido)ethoxy)-4-methylbenzo[d]thiazol-2-yl)-3-(methoxymethyl)-N,N-dimethylquinoxaline-6-carboxamide